2,6-dioxapiperidine N1OCCCO1